C(#N)C1=CC=C(CN2N=CC(=C2)NC(=O)C2=NOC(=C2)C=2OC=CC2)C=C1 N-(1-(4-cyanobenzyl)-1H-pyrazol-4-yl)-5-(furan-2-yl)isoxazole-3-carboxamide